3-methylimidazolidin-2-one 2,2,2-trifluoroacetate FC(C(=O)O)(F)F.CN1C(NCC1)=O